O1C(=CC2=C1C=CC=C2)C2=C1N=CC(=NC1=CC(=C2)C)OCC 5-(benzofuran-2-yl)-2-ethoxy-7-methylquinoxaline